5H,6H-benzo[h]1,6-naphthyridin-5-one N1=CC=CC=2C(NC3=C(C12)C=CC=C3)=O